Mercapto-4-METHYLPENTAN-2-one SCC(CC(C)C)=O